5-(4-(trifluoromethyl)phenyl)quinoline-2-carboxylic acid FC(C1=CC=C(C=C1)C1=C2C=CC(=NC2=CC=C1)C(=O)O)(F)F